C(CCCC)N N-pentyl-amine